rac-(E)-3-((3-butyl-7-(methylthio)-1,1-dioxido-5-phenyl-2,3,4,5-tetrahydro-1,5-benzothiazepin-8-yl)oxy)acrylic acid C(CCC)C1CS(C2=C(N(C1)C1=CC=CC=C1)C=C(C(=C2)O/C=C/C(=O)O)SC)(=O)=O